C(C)(C)(C)OC(CC(=O)[O-])=O.[Mg+2].C(C)(C)(C)OC(CC(=O)[O-])=O magnesium 3-(tert-butoxy)-3-oxopropionate